FC1=C(C=CC(=C1F)OC)NC=1C=NC=2CCN(CC2C1)C=1C(=C(C=2N(N1)C=NN2)C)C N-(2,3-difluoro-4-methoxy-phenyl)-6-(7,8-dimethyl-[1,2,4]triazolo[4,3-b]pyridazin-6-yl)-7,8-dihydro-5H-1,6-naphthyridin-3-amine